((trimethylsilyl)oxy)propionyl chloride C[Si](OCCC(=O)Cl)(C)C